2'-methyl-5-(4,4,5,5-tetramethyl-1,3,2-dioxaborolan-2-yl)-2,5'-bipyrimidine CC1=NC=C(C=N1)C1=NC=C(C=N1)B1OC(C(O1)(C)C)(C)C